Methyl N-((4-bromophenoxy)(4-nitrophenoxy)phosphoryl)-N-methyl-L-alaninate BrC1=CC=C(OP(=O)(OC2=CC=C(C=C2)[N+](=O)[O-])N([C@@H](C)C(=O)OC)C)C=C1